(((3r,4r)-1-(ethylsulfonyl)-3-fluoropiperidin-4-yl)amino)-6-ethynyl-8-((1r,2r)-2-hydroxy-2-methylcyclopentyl)-5-methylpyrido[2,3-d]pyrimidin-7(8H)-one C(C)S(=O)(=O)N1C[C@H]([C@@H](CC1)NC=1N=CC2=C(N1)N(C(C(=C2C)C#C)=O)[C@H]2[C@](CCC2)(C)O)F